copper (I) 1-butanethiol C(CCC)S.[Cu+]